[Cl-].FC=1C=C(OCCCCCCC2=CC3=C(N=C(O3)NC[C@@H]3C[NH2+]CC3)C=C2)C=C(C1)F (R)-3-(((6-(6-(3,5-difluorophenoxy)hexyl)benzo[d]oxazol-2-yl)amino)methyl)pyrrolidin-1-ium chloride